[Na].C1(=CC=CC=C1)C1=CC=2C(C3=CC=CC=C3C(C2C=C1C1=CC=CC=C1)=O)=O 2,3-diphenylanthraquinone, sodium salt